C(C)(C)(C)OC(=O)N1CCC(CC1)C1=NC=CN=C1 4-(pyrazin-2-yl)piperidine-1-carboxylic acid tert-butyl ester